(R)-2-((6-cyclopropyl-3-(3,5-difluoro-6-(piperidin-3-ylamino)pyridin-2-yl)imidazo[1,2-b]pyridazin-7-yl)oxy)ethan-1-ol C1(CC1)C=1C(=CC=2N(N1)C(=CN2)C2=NC(=C(C=C2F)F)N[C@H]2CNCCC2)OCCO